4-(2-aminophenyl)but-3-yn-1-ol NC1=C(C=CC=C1)C#CCCO